CS(=O)(=O)OC[C@H](C)O[C@H]1CO[C@H](C[C@@H]1NC(=O)OC(C)(C)C)C(=O)N1[C@H](C2=CC=CC=C2CC1)C1=CC=C(C=C1)F (S)-2-(((3R,4S,6R)-4-((tert-butoxycarbonyl)amino)-6-((S)-1-(4-fluorophenyl)-1,2,3,4-tetrahydroisoquinoline-2-carbonyl)tetrahydro-2H-pyran-3-yl)oxy)propyl methanesulfonate